COC(\C=C\CCCCCCCCC)=O trans-2-dodecenoic acid methyl ester